NC1=CC=C(C=N1)OC1=C2C(=NC=C1)N(N=C2NC(C)CC(F)F)CC2=CC=C(C=C2)OC 4-((6-aminopyridin-3-yl)-oxy)-N-(4,4-difluorobutan-2-yl)-1-(4-methoxybenzyl)-1H-pyrazolo[3,4-b]pyridin-3-amine